tert-butyl (2-(2-(2-((3-(2,6-dioxopiperidin-3-yl)-4-oxo-3,4-dihydrophthalazin-5-yl)amino)ethoxy)ethoxy)ethyl)carbamate O=C1NC(CCC1N1N=CC2=CC=CC(=C2C1=O)NCCOCCOCCNC(OC(C)(C)C)=O)=O